N=1N(N=C2C1C=CC=C2)C2=C(C(=CC(=C2)C(C)(C)C)CN2C(C=1C(C2=O)=CC=CC1)=O)O 2-(2H-benzotriazol-2-yl)-6-phthalimidomethyl-4-t-butylphenol